The molecule is a monocarboxylic acid that is 2-methylprop-2-enoic acid which is substituted at position 3 by a 3,7-dimethyl-2,4,5,6,7,7a-hexahydro-1H-inden-4-yl group. A bicyclic sesquiterpenoid constituent of the essential oil of the Valerian plant. It has a role as a sedative, a GABA modulator, a plant metabolite and a volatile oil component. It is a sesquiterpenoid, a carbobicyclic compound and a monocarboxylic acid. It is a conjugate acid of a valerenate. C[C@@H]1CC[C@H](C2=C(CC[C@H]12)C)/C=C(\\C)/C(=O)O